ClC1=CC(=C(C(=C1)F)NC=1N(C2=NC(=NC=C2N1)N[C@@H]1C[C@H](CC1)O)C1CCC(CC1)(C(=O)N)C)F (1R,4s)-4-(8-(4-chloro-2,6-difluorophenylamino)-2-((1S,3S)-3-hydroxycyclopentylamino)-9H-purin-9-yl)-1-methylcyclohexanecarboxamide